2-(4-chloro-1-((tetrahydro-2H-pyran-4-yl)methyl)phthalazin-6-yl)-5-methylthiazole ClC1=NN=C(C2=CC=C(C=C12)C=1SC(=CN1)C)CC1CCOCC1